CC1=CC(=C(N(C1=O)C)NC2=C(C=C(C=C2)I)F)C(=O)NOCCO 2-[(2-fluoro-4-iodophenyl)amino]-N-(2-hydroxyethoxy)-1,5-dimethyl-6-oxo-1,6-dihydropyridine-3-carboxamide